C1(CCCC1)CCC1=NC(=NO1)C1=CC2=C(N(C=N2)CCNC(C2=CC=CC=C2)=O)C=C1 N-(2-(5-(5-(2-cyclopentylethyl)-1,2,4-oxadiazol-3-yl)-1H-benzo[d]imidazol-1-yl)ethyl)benzamide